ClC=1C=C2C(=NC(=NC2=C(C1C1=CC=CC2=C1N=C(S2)N)F)OCC[C@H]2N(CCC2)C)N2CCNCC2 4-(6-chloro-8-fluoro-2-(2-((S)-1-methylpyrrolidin-2-yl)ethoxy)-4-(piperazin-1-yl)quinazolin-7-yl)benzo[d]thiazol-2-amine